NC=1C=C2CC(CC2=CC1)(C1=NC2=C(N1)C=CC=C2)C2CC21CNC(NC1)=O (5-amino-2-(1H-benzo[d]imidazol-2-yl)-2,3-dihydro-1H-inden-2-yl)-5,7-diazaspiro[2.5]octan-6-one